5-methoxy-1-methyl-4,7-dioxo-4,7-dihydro-1H-indol COC=1C(C=2C=CN(C2C(C1)=O)C)=O